ClC1NC=C(C=C1C(=O)OCC)S(N(C)C)(=O)=O ethyl 2-chloro-5-(dimethylsulfamoyl)-1,2-dihydropyridine-3-carboxylate